7-(3-Chloro-2-fluoro-6-(1H-tetrazol-1-yl)phenyl)-5-oxo-N-(2'-oxospiro[cyclopentane-1,3'-indolin]-5'-yl)-1,2,3,5,8,8a-hexahydroindolizine-3-carboxamide ClC=1C(=C(C(=CC1)N1N=NN=C1)C1=CC(N2C(CCC2C1)C(=O)NC=1C=C2C3(C(NC2=CC1)=O)CCCC3)=O)F